7,10-dimethyl-2,4-dioxo-2h,3h,4h,10h-benzo[g]pteridine-8-carbaldehyde CC=1C(=CC2=C(N=C3C(NC(N=C3N2C)=O)=O)C1)C=O